5,7-DIHYDROXYTRYPTAMINE OC1=CC(=C2NC=C(CCN)C2=C1)O